C1=CC=C(C(=C1)OC2=CC(=C(C=C2)Br)Br)Br 2',3,4-tribromodiphenyl ether